C(#N)C(CCC(=O)O)(C)SC(=S)C1=CC=CC=C1 4-cyano-4-(phenylthioformylthio)valeric acid